FC1=C(C=C(C=N1)C=1C(N(C=C(C1)C=1NC2=CC=C(C=C2C1C(C)C)C1CCN(CC1)C(C)C)C)=O)C 6'-fluoro-5-(3-isopropyl-5-(1-isopropylpiperidin-4-yl)-1H-indol-2-yl)-1,5'-dimethyl-[3,3'-bipyridine]-2(1H)-one